N1(CC=CC2=CC=CN=C12)C#N 1-naphthyridinecarbonitrile